C(C)(C)(C)OC(=O)N[C@H](C(=O)OC)CC1=CC(=CC=C1)NC(CC=1N=C2N(N=C(C=C2)C2=CC=C(C=C2)Cl)C1)=O methyl (S)-2-((tert-butoxycarbonyl)amino)-3-(3-(2-(6-(4-chlorophenyl)imidazo[1,2-b]pyridazin-2-yl)acetamido)phenyl)propanoate